((R)-1-((S)-6-(2-cyano-4-methylpent-2-enamido)-2-(4-methylnicotinamido)hexanamido)-2-phenylethyl)boronic acid C(#N)C(C(=O)NCCCC[C@@H](C(=O)N[C@@H](CC1=CC=CC=C1)B(O)O)NC(C1=CN=CC=C1C)=O)=CC(C)C